CC1=C(CNC=2C=3N(C=C(C2)NC(CCC(=O)O)=O)C(=C(N3)C)C)C(=CC=C1)C 4-((8-((2,6-dimethylbenzyl)amino)-2,3-dimethylimidazo[1,2-a]pyridin-6-yl)amino)-4-oxobutanoic acid